FC=1C=C2C(N(C(C2=CC1)=O)C1=CC2=C(OC3(CC3)C(N2)=O)C=C1F)=O 5-fluoro-2-(7-fluoro-3-oxo-3,4-dihydrospiro[benzo[b][1,4]oxazin-2,1'-cyclopropane]-6-yl)isoindoline-1,3-dione